OC=1C=C(C=C2C=CC(=CC12)C1=C2C=C(C(=CC2=CC=2C=COC21)OC)OC)C(F)(F)F 9-(8-hydroxy-6-(trifluoromethyl)naphthalen-2-yl)-6,7-dimethoxynaphtho[2,3]furan